BrC=1C=C(C=NC1)C=NCCCOC[Sn](CCCC)(CCCC)CCCC 1-(5-bromopyridin-3-yl)-N-(3-((tributylstannyl)methoxy)propyl)methanimine